C1(CC1)COC=1C=C2C(=NN(C2=CC1)C1=CC=C(C=C1)C(F)(F)F)CNS(=O)(=O)C N-[[5-(cyclopropylmethoxy)-1-[4-(trifluoromethyl)phenyl]indazol-3-yl]methyl]methanesulfonamide